tert-butyl 4-(2-fluoro-4-(methylcarbamoyl)phenyl)piperazine-1-carboxylate FC1=C(C=CC(=C1)C(NC)=O)N1CCN(CC1)C(=O)OC(C)(C)C